CC(=O)C(C)(C)C 2,2-Dimethylbutanone